(S)-1-(3-Chloro-4-(4-(2-((1-(methyl-sulfonyl)piperidin-4-yl)amino)-5-(trifluoromethyl)-pyrimidin-4-yl)-1H-imidazol-1-yl)-benzyl)-3-methyl-pyrrolidin-3-ol ClC=1C=C(CN2C[C@](CC2)(O)C)C=CC1N1C=NC(=C1)C1=NC(=NC=C1C(F)(F)F)NC1CCN(CC1)S(=O)(=O)C